O=C1N(CC2=C(C=CC=C12)NC1CCNCC1)C1C(NC(CC1)=O)=O 3-(1-oxo-4-(piperidin-4-ylamino)isoindolin-2-yl)piperidine-2,6-dione